Cl.CC1=CC2=C(OCCC3=C2NC2=CC=C(C=C32)C3CCNCC3)C(=N1)C 2,4-dimethyl-9-(piperidin-4-yl)-7,12-dihydro-6H-pyrido[3',4':2,3]oxepino[4,5-b]indole hydrochloride